CC1(OB(OC1(C)C)C=1C=C(C=O)C=CC1)C 3-(4,4,5,5-tetramethyl-1,3,2-dioxaborolan-2-yl)benzaldehyde